1-(cyclopropylmethyl)-4-(4,5-dihydro-1H-imidazol-2-yl)piperazine C1(CC1)CN1CCN(CC1)C=1NCCN1